3-(dimethylamino)-6-(2-(3-((2-methoxy-4-(methylsulfonyl)phenyl)amino)prop-1-yn-1-yl)-3-(2,2,2-trifluoroethyl)imidazo[1,2-a]pyridin-8-yl)pyrazin-2(1H)-one CN(C=1C(NC(=CN1)C=1C=2N(C=CC1)C(=C(N2)C#CCNC2=C(C=C(C=C2)S(=O)(=O)C)OC)CC(F)(F)F)=O)C